NCCC(=O)N1CCC(CC1)C(=O)C=1N=NC(=CC1)C1=C(C=C(C=C1)C=1C=NNC1)O 3-amino-1-(4-(6-(2-hydroxy-4-(1H-pyrazol-4-yl)phenyl)pyridazin-3-carbonyl)piperidin-1-yl)propan-1-one